2,4-dimethyl-1,2,3-pentanetriol CC(CO)(C(C(C)C)O)O